ClC=1C(=CC(=NC1)OC)C1=CC(=NN1)C(=O)C1CC12NCCC(C2)C(=O)O [5-(5-chloro-2-methoxypyridin-4-yl)-1H-pyrazole-3-carbonyl]-4-azaspiro[2.5]octane-7-carboxylic acid